C(CCC)OCCOP(O)(O)=O phosphoric acid butoxyethyl ester